(E)-N-(2-(2-((4-morpholinylphenyl)amino)quinazolin-8-yl)pyridin-4-yl)but-2-enamide N1(CCOCC1)C1=CC=C(C=C1)NC1=NC2=C(C=CC=C2C=N1)C1=NC=CC(=C1)NC(\C=C\C)=O